8-{4-[(tert-butyldimethylsilyl)oxy]phenyl}octan-1-ol [Si](C)(C)(C(C)(C)C)OC1=CC=C(C=C1)CCCCCCCCO